BrC1=CC(=CC=2C3C(N(C12)C(C)C)C(CC3)NC(=O)C3CN(C3)C)C(=O)NC3=CC=C(C=C3)OC(F)(F)Cl 5-bromo-N-(4-(chlorodifluoromethoxy)phenyl)-4-isopropyl-3-(1-methylazetidine-3-carboxamido)-1,2,3,3a,4,8b-hexahydrocyclopenta[b]indole-7-carboxamide